C1N(CC2=CC=CC=C12)CC1=CC=C(C2=C1N=CO2)OCC2CCN(CC2)S(=O)(=O)C 4-(Isoindolin-2-ylmethyl)-7-((1-(methylsulfonyl)piperidin-4-yl)methoxy)benzo[d]oxazole